(E)-N-(5-cyano-5'-(1-((5-ethylthiazol-2-yl)amino)-1-oxopropan-2-yl)-[3,3'-bipyridin]-6-yl)-4-(dimethylamino)but-2-enamide C(#N)C=1C=C(C=NC1NC(\C=C\CN(C)C)=O)C=1C=NC=C(C1)C(C(=O)NC=1SC(=CN1)CC)C